3-(5-(5-(2-methoxyphenyl)-1,2,4-oxadiazol-3-yl)-1H-benzo[d][1,2,3]triazol-1-yl)-2,2-dimethylpropan-1-ol COC1=C(C=CC=C1)C1=NC(=NO1)C1=CC2=C(N(N=N2)CC(CO)(C)C)C=C1